tert-butyl N-[(8-fluoro-6-formyl-6,7-dihydro-5H-cyclopenta[f][1,3]benzoxazol-2-yl)methyl]carbamate FC1=C2C(=CC=3N=C(OC31)CNC(OC(C)(C)C)=O)CC(C2)C=O